12-octadecen-1-ol C(CCCCCCCCCCC=CCCCCC)O